OC(C(C=CC1=CC2=CC=CC=C2C=C1)=O)(C)C 4-hydroxy-4-methyl-1-(naphthalen-2-yl)pent-1-en-3-one